The molecule is an N-acylglycine resulting from the formal condensation of the amino group of glycine with the carboxy group of trifluoroacetic acid. It is a N-acylglycine, a secondary carboxamide and a trifluoroacetamide. C(C(=O)O)NC(=O)C(F)(F)F